C(C1=CC=CC=C1)OC[C@H](CO[Si](C)(C)C(C)(C)C)F (R)-(3-(benzyloxy)-2-fluoropropyloxy)(tert-butyl)dimethylsilane